Cl.OC1=CC=C(C=C1)C=1C(N(N=CC1)CCCCN1CCOCC1)=O 4-(4-hydroxyphenyl)-2-(4-morpholinylbutyl)pyridazin-3(2H)-one hydrochloride